Cl.NC1=C(C=NC(=C1)NC(C)=O)C1=NC(=CC=C1)OC(F)F N-(4'-amino-6-(difluoromethoxy)-[2,3'-bipyridyl]-6'-yl)acetamide hydrochloride